O=C1N(C=C(C=C1C(=O)O)C=C)CC(F)(F)F 2-oxo-1-(2,2,2-trifluoroethyl)-5-vinyl-1,2-dihydropyridine-3-carboxylic acid